6-(2-{[tert-butyl-(methyl)silyl]methoxy}ethyl)pyridine-3-carboxylic acid methyl ester COC(=O)C=1C=NC(=CC1)CCOC[SiH](C)C(C)(C)C